ClC1=C(C=C(C=C1C)C(=O)N1CCC2(CC1)CCN(CC2)C[C@@H]2C(CNCC2)(F)F)N2C(NC(CC2)=O)=O (R)-1-(2-chloro-5-(9-((3,3-difluoropiperidin-4-yl)methyl)-3,9-diazaspiro[5.5]undecane-3-carbonyl)-3-methylphenyl)dihydropyrimidine-2,4(1H,3H)-dione